2,2-bis[4,4-bis(4-hydroxyphenyl)cyclohexyl]propane Methyl-(S)-4-(tetrahydro-2H-pyran-4-carbonyl)-3-(p-tolyl)-2,3,4,5-tetrahydrobenzo[f][1,4]oxazepine-8-carboxylate COC(=O)C1=CC2=C(CN([C@H](CO2)C2=CC=C(C=C2)C)C(=O)C2CCOCC2)C=C1.OC1=CC=C(C=C1)C1(CCC(CC1)C(C)(C)C1CCC(CC1)(C1=CC=C(C=C1)O)C1=CC=C(C=C1)O)C1=CC=C(C=C1)O